FC=1C=C(C=C(C1)F)S(=O)(=O)NC=1C(=C(C(=CC1)F)C=1C=C2C=NC(=NC2=CC1)NC(C(C)(C)C)=O)F N-(6-(3-(3,5-difluorophenylsulfonamido)-2,6-difluorophenyl)quinazolin-2-yl)pivalamide